COC1=CC=C(C=N1)C(CC(=O)OC(C)(C)C)C1CC(C1)CCC=O tert-Butyl 3-(6-methoxypyridin-3-yl)-3-(3-(3-oxopropyl)cyclobutyl)propanoate